NC=1N(C2=C3C(C=C(NC(C13)=O)C1=CC=NC=C1)=NC=N2)C2=C(C(=CC=C2C)O)C 1-amino-2-(3-hydroxy-2,6-dimethylphenyl)-7-(pyridin-4-yl)-2,8-dihydro-9H-2,3,5,8-tetraazabenzo[cd]azulen-9-one